ClC1=C(C=C(C(=C1)S(=O)(=O)CC=1SC=CN1)F)NCCCC(C)NC[C@H]1NCCC1 N1-(2-chloro-5-fluoro-4-((thiazol-2-ylmethyl)sulfonyl)phenyl)-N4-((S)-pyrrolidin-2-ylmethyl)pentane-1,4-diamine